C(C)(C)OC1=CC=2N(C=C1C(=O)NC=1C(N(C=CC1)[C@H]1[C@@H](C1)C)=O)C=C(N2)C21COC(C2)(C1)C Trans-7-isopropoxy-2-(1-methyl-2-oxabicyclo[2.1.1]hexan-4-yl)-N-(1-(2-methylcyclopropyl)-2-oxo-1,2-dihydropyridin-3-yl)imidazo[1,2-a]pyridine-6-carboxamide